1-[3-[2-(2-hydroxyethoxy)-6-(morpholin-4-yl)pyridin-4-yl]-4-methylphenyl]-3-(1-isopropylpyrazol-4-yl)urea OCCOC1=NC(=CC(=C1)C=1C=C(C=CC1C)NC(=O)NC=1C=NN(C1)C(C)C)N1CCOCC1